C(CCCCCCCCCCCCCCCCC)(=O)OC1=CC=CC2=CC3=CC=CC=C3C=C12 anthracenyl stearate